((2S,5R)-5-ethyl-2-methyl-4-(1-(quinoxalin-6-yl)ethyl)piperazin-1-yl)-2,4-dihydro-5H-pyrazolo[4,3-D]pyrimidin-5-one C(C)[C@H]1N(C[C@@H](N(C1)N1N=C2C(NC(N=C2)=O)=C1)C)C(C)C=1C=C2N=CC=NC2=CC1